N-(2-(6-methoxynaphthalen-1-yl)ethyl)-N-methylpropan-2-amine fumarate C(\C=C\C(=O)O)(=O)O.COC=1C=C2C=CC=C(C2=CC1)CCN(C(C)C)C